FC=1C=C(C=C(C1)OC(F)(F)F)C1=CC(=NN1C=1C=NC=C(C1)F)N 5-(3-fluoro-5-(trifluoromethoxy)phenyl)-1-(5-fluoropyridin-3-yl)-1H-pyrazol-3-ylamine